4-(difluoromethyl)-N-[4-fluoro-5-[2-[(2R)-2-methylmorpholin-4-yl]pyrimidin-5-yl]-2-[(3S,5R)-3,4,5-trimethylpiperazin-1-yl]phenyl]-1-methyl-6-oxopyridine-3-carboxamide FC(C=1C(=CN(C(C1)=O)C)C(=O)NC1=C(C=C(C(=C1)C=1C=NC(=NC1)N1C[C@H](OCC1)C)F)N1C[C@@H](N([C@@H](C1)C)C)C)F